5,7-Dimethyl-N-(6-(Oxazol-4-Yl)Pyridin-3-Yl)Pyrazolo[1,5-A]Pyrimidine-3-Carboxamide CC1=NC=2N(C(=C1)C)N=CC2C(=O)NC=2C=NC(=CC2)C=2N=COC2